N-(8-azabicyclo[3.2.1]octan-3-yl)-3-(1H-imidazol-1-yl)benzamide dihydrochloride Cl.Cl.C12CC(CC(CC1)N2)NC(C2=CC(=CC=C2)N2C=NC=C2)=O